6-(5-(5-((7-cyclobutoxy-4-oxo-3,4-dihydrophthalazin-1-yl)methyl)-2-fluorobenzoyl)-2,5-diazabicyclo[4.1.0]heptan-2-yl)nicotinonitrile C1(CCC1)OC1=CC=C2C(NN=C(C2=C1)CC=1C=CC(=C(C(=O)N2CCN(C3CC23)C2=NC=C(C#N)C=C2)C1)F)=O